5-fluoro-4-(4-fluoro-1-isopropyl-2-methyl-1H-benzo[d]imidazol-6-yl)-N-(5-(((R)-2-(2-((R)-3-fluoropyrrolidin-1-yl)ethyl)-2-methylmorpholino)methyl)pyridin-2-yl)pyrimidin FC=1C(=NCN(C1)C1=NC=C(C=C1)CN1C[C@@](OCC1)(C)CCN1C[C@@H](CC1)F)C=1C=C(C2=C(N(C(=N2)C)C(C)C)C1)F